CC1CCC(CC1)NC(OC1=CC(=C(C=C1)OC)C=1C=NC=C(C1)C=1OC=CN1)=O 4-methoxy-3-(5-(oxazol-2-yl)pyridin-3-yl)phenyl (4-methylcyclohexyl)carbamate